Cl.Cl.N1=CC=C(C2=CC=CC=C12)N Quinolin-4-amine dihydrochloride